1-(2-chloro-4-fluorophenyl)ethan-1-one ClC1=C(C=CC(=C1)F)C(C)=O